FC1=C(COC2=CC=CC3=C2NC(=N3)CN3C(C(=CC=C3)NC([C@H](CC/C=C/C(=O)N(C)C)NC(=O)C3CCC(CC3)(F)F)=O)=O)C=CC(=C1)F (S,E)-N7-(1-((7-((2,4-Difluorobenzyl)oxy)-1H-benzo[d]imidazol-2-yl)methyl)-2-oxo-1,2-dihydropyridin-3-yl)-6-(4,4-difluorocyclohexan-1-carboxamido)-N1,N1-dimethylhept-2-endiamid